F[C@@H]1[C@H](CNC1)NC1=CC=CC(=N1)C1=CN=C2N1C=CC(=C2)C(C)(C)O 2-(3-(6-(((3S,4S)-4-fluoropyrrolidin-3-yl)amino)pyridin-2-yl)imidazo[1,2-a]pyridin-7-yl)propan-2-ol